CN(C1=CC=C(C(=O)C2=C(C=C(C=C2)OC)O)C=C1)C 4-dimethylamino-4'-methoxy-2'-hydroxybenzophenone